2,6-diethyl-4-propylphenol C(C)C1=C(C(=CC(=C1)CCC)CC)O